4,4'-((Sulfonylbis(4,1-phenylen))-bis(oxy))dianilin S(=O)(=O)(C1=CC=C(C=C1)OC1=CC=C(N)C=C1)C1=CC=C(C=C1)OC1=CC=C(N)C=C1